N1=NN=C2NC(=NC=C21)N triazolo[4,5-d]pyrimidin-5-amine